trans-4-(((trans-4-(3-Cyano-4-methoxyphenyl)cyclohexyl)methyl)(4-(1-isopropyl-1H-pyrazol-4-yl)pyridin-2-yl)carbamoyl)cyclohexyl 3-methoxyazetidine-1-carboxylate COC1CN(C1)C(=O)O[C@@H]1CC[C@H](CC1)C(N(C1=NC=CC(=C1)C=1C=NN(C1)C(C)C)C[C@@H]1CC[C@H](CC1)C1=CC(=C(C=C1)OC)C#N)=O